C1(CC1)COC1=C(C(=O)NC(C)(C)C2=NOC(=N2)C)C=CC=C1 (Cyclopropylmethoxy)-N-[2-(5-methyl-1,2,4-Oxadiazol-3-yl)propan-2-yl]Benzamide